FC(OC1=CC=C(CNC(CC)=O)C=C1)(F)F N-(4-(trifluoromethoxy)benzyl)propanamide